(4R,5R)-7-ethyl-4-(4-fluorophenyl)-1-(oxetan-3-yl)-6-oxo-5-(3-(trifluoromethyl)benzamido)-4,5,6,7-tetrahydro-1H-pyrazolo[3,4-b]pyridine-3-carboxylic acid C(C)N1C2=C([C@H]([C@H](C1=O)NC(C1=CC(=CC=C1)C(F)(F)F)=O)C1=CC=C(C=C1)F)C(=NN2C2COC2)C(=O)O